FC(COC1=NC(=NC=C1)NC1=CC=C2C=CNC2=C1)(F)F N-(4-(2,2,2-trifluoroethoxy)pyrimidin-2-yl)-1H-indol-6-amine